FC1=C(C=CC=C1B1OC(C(O1)(C)C)(C)C)N=S(=O)(N(C)C)C N'-(2-fluoro-3-(4,4,5,5-tetramethyl-1,3,2-dioxaborolan-2-yl)phenyl)-N,N-dimethylmethanesulfonimidamide